methyl-acetate COC(C)=O